[Li].C1(=CC=CC=C1)C=1C(=C(C(=O)P(O)(O)=O)C(=CC1C)C)C phenyl-2,4,6-trimethylbenzoyl-phosphonic acid lithium